4-(4-((1R,5S)-9-oxa-3-azabicyclo[3.3.1]nonan-3-yl)-8-fluoro-2-(((2R,7aS)-2-fluorotetrahydro-1H-pyrrolizin-7a(5H)-yl)methoxy)pyrido[4,3-d]pyrimidin-7-yl)-5-ethyl-6-fluoronaphthalen-2-ol [C@H]12CN(C[C@H](CCC1)O2)C=2C1=C(N=C(N2)OC[C@]23CCCN3C[C@@H](C2)F)C(=C(N=C1)C1=CC(=CC2=CC=C(C(=C12)CC)F)O)F